sodium 3-((N-t-butoxycarbonyl-L-seryl) amino)-3,3-dideutero-1-propanesulfonate C(C)(C)(C)OC(=O)N[C@@H](CO)C(=O)NC(CCS(=O)(=O)[O-])([2H])[2H].[Na+]